FC=1C=C(CNC2=C3N=CN(C3=NC=N2)[C@@H]2SC[C@H]([C@H]2O)O)C=CC1 (2R,3R,4S)-2-(6-(3-fluorobenzylamino)-9H-purin-9-yl)tetrahydrothiophene-3,4-diol